OC(CNC(OCC1=CC=CC=C1)=O)C benzyl (2-hydroxypropyl)carbamate